3-((1-methyl-1H-pyrazol-3-yl)methyl)-7-(phenylsulfinyl)pyrido[3,4-d]pyridazin-4(3H)-one CN1N=C(C=C1)CN1N=CC2=C(C1=O)C=NC(=C2)S(=O)C2=CC=CC=C2